C(C)(C)(C)OC(=O)N[C@@H](COC1=CC=NC(=C1C(=O)OCC1=CC=CC=C1)OC)CC1=CC=CC=C1 benzyl (R)-4-(2-((tert-butoxycarbonyl) amino)-3-phenylpropoxy)-2-methoxynicotinate